9-(10-bromoanthracen-9-yl)naphtho[2,1-b]benzofuran BrC1=C2C=CC=CC2=C(C2=CC=CC=C12)C1=CC2=C(C3=C(O2)C=CC=2C=CC=CC23)C=C1